FC1=C(C(=O)OC2=CC=C(C=C2)[N+](=O)[O-])C(=C(C(=C1F)C(=O)OC1=CC=C(C=C1)[N+](=O)[O-])F)F bis(4-nitrophenyl) 2,3,5,6-tetrafluoroterephthalate